N-[6-(piperazin-1-yl)-2-(pyrrolidin-1-yl)pyrimidin-4-yl]-1-(tetrahydro-2H-pyran-4-yl)-1H-pyrazolo[4,3-c]pyridin-6-amine N1(CCNCC1)C1=CC(=NC(=N1)N1CCCC1)NC1=CC2=C(C=N1)C=NN2C2CCOCC2